Hexaethylene glycol dipropyl ether C(CC)OCCOCCOCCOCCOCCOCCOCCC